5-(4-((5-Chloro-6-(2H-1,2,3-triazol-2-yl)pyridin-3-yl)carbamoyl)-5-(trifluoromethyl)-1H-pyrazol-1-yl)chinolin-2-carboxamid ClC=1C=C(C=NC1N1N=CC=N1)NC(=O)C=1C=NN(C1C(F)(F)F)C1=C2C=CC(=NC2=CC=C1)C(=O)N